FC1=C(C)C=CC=C1[N+](=O)[O-] 2-fluoro-3-nitrotoluene